CYCLOHEX-2-EN C1C=CCCC1